(2s,4s)-4-(4-(3-acetamido-1H-indazol-6-yl)-1H-1,2,3-triazol-1-yl)-N-(4-chloro-3-(trifluoromethyl)phenyl)pyrrolidine-2-carboxamide C(C)(=O)NC1=NNC2=CC(=CC=C12)C=1N=NN(C1)[C@H]1C[C@H](NC1)C(=O)NC1=CC(=C(C=C1)Cl)C(F)(F)F